Sodium (1,2-dihydroxypropyl) phosphonate P(OC(C(C)O)O)([O-])=O.[Na+]